5-Amino-1-isopropyl-3-[5-[2-[[5-(1-methylcyclopentyl)isoxazol-3-yl]amino]-2-oxo-ethyl]pyrazin-2-yl]pyrazole-4-carboxamide NC1=C(C(=NN1C(C)C)C1=NC=C(N=C1)CC(=O)NC1=NOC(=C1)C1(CCCC1)C)C(=O)N